5-(cyclopropylmethyl)-4-(6-(hydroxymethyl)pyridin-3-yl)-2-(2-methyl-2H-indazol-5-yl)-2,5-dihydro-3H-pyrrolo[3,2-c]pyridazin-3-one C1(CC1)CN1C=CC2=NN(C(C(=C21)C=2C=NC(=CC2)CO)=O)C2=CC1=CN(N=C1C=C2)C